C(C1=CC=CC=C1)OC([C@H](CCC1=NC2=C(N1C1=CC=CC=C1)C=CC(=C2)[N+](=O)[O-])N)=O (2S)-2-amino-4-(5-nitro-1-phenyl-benzoimidazol-2-yl)butanoic acid benzyl ester